2-(2,6-dioxopiperidin-3-yl)-5-(9-(1-(5-methoxy-2-(1-methyl-1H-pyrazole-4-yl)-4-nitrophenyl)piperidine-4-yl)-2,9-diazaspiro[5.5]undecan-2-yl)isoindoline O=C1NC(CCC1N1CC2=CC=C(C=C2C1)N1CC2(CCC1)CCN(CC2)C2CCN(CC2)C2=C(C=C(C(=C2)OC)[N+](=O)[O-])C=2C=NN(C2)C)=O